3-((2R,4S)-2-(3-bromophenyl)-4-methyloxetan-2-yl)-4-methyl-4H-1,2,4-triazole BrC=1C=C(C=CC1)[C@@]1(O[C@H](C1)C)C1=NN=CN1C